4-fluoro-2-((2-iodophenyl)ethynyl)-N,N-dimethylaniline FC1=CC(=C(N(C)C)C=C1)C#CC1=C(C=CC=C1)I